C(C)OC(=O)C1CCC=2C(=NC(=CC2C2=C(C=C(C=C2)F)F)Cl)O1 7-chloro-5-(2,4-difluorophenyl)-3,4-dihydro-2H-pyrano[2,3-b]Pyridine-2-carboxylic acid ethyl ester